C(C)(=O)N[C@@H](CSSC1=NC=CC=C1)C(=O)O N-acetyl-S-(pyridin-2-ylthio)cysteine